3,3'-di(methoxy)-5,5-dimethyl-2,2-biphenol COC1=C(C(=CC(C1)(C)C)O)C=1C(=CC=CC1OC)O